C(C)(=O)[C@@H]1CC(N(C1)[C@@H](C)C1=CC=C(C=C1)OC)=O |&1:3| (R/S)-4-acetyl-1-[(S)-1-(4-methoxyphenyl)-ethyl]-pyrrolidin-2-one